2-(4-(6-((5-((2-chloro-6-methylphenyl)carbamoyl)thiazol-2-yl)amino)-2-methylpyrimidin-4-yl)piperazin-1-yl)ethyl(2-(nitrooxy)ethyl)succinate ClC1=C(C(=CC=C1)C)NC(=O)C1=CN=C(S1)NC1=CC(=NC(=N1)C)N1CCN(CC1)CCC(C(=O)[O-])(CC(=O)[O-])CCO[N+](=O)[O-]